C(C)OC(=O)C=1N=C(N2C1C=CC=C2)CC2=CC=CC=C2 3-benzyl-imidazo[1,5-a]pyridine-1-carboxylic acid ethyl ester